Naphthalenetriol C1=CC=C2C(=C1)C=C(C(=C2O)O)O